Cl.COC1=CC=C2C=C(C=NC2=C1)N([C@@H]1CNCC1)C (S)-7-methoxy-N-methyl-N-(pyrrolidin-3-yl)quinolin-3-amine hydrochloride